5-amino-N,N,2-trimethyl-benzenesulfonamide NC=1C=CC(=C(C1)S(=O)(=O)N(C)C)C